CC1OC2=C(NC1)C=CC=C2 2-methyl-3,4-dihydro-2H-1,4-benzoxazine